N-(3,3-difluorobutyl)-5-(4-((7-ethyl-6-oxo-5,6-dihydro-1,5-naphthyridin-3-yl)methyl)piperazin-1-yl)picolinamide FC(CCNC(C1=NC=C(C=C1)N1CCN(CC1)CC=1C=NC=2C=C(C(NC2C1)=O)CC)=O)(C)F